(S)-N-(2-((1-methylpyrrolidin-2-yl)methoxy)-5-(4-(4-((6-(trifluoromethyl)pyridazin-3-yl)oxy)-phenyl)piperidine-1-carbonyl)phenyl)-1-phenylmethanesulfonamide CN1[C@@H](CCC1)COC1=C(C=C(C=C1)C(=O)N1CCC(CC1)C1=CC=C(C=C1)OC=1N=NC(=CC1)C(F)(F)F)NS(=O)(=O)CC1=CC=CC=C1